(R)-1-(1-(6,7-Difluoro-4-oxo-3,4-dihydrophthalazin-1-yl)ethyl)-1-methyl-3-(3,4,5-trifluorophenyl)urea FC=1C=C2C(NN=C(C2=CC1F)[C@@H](C)N(C(=O)NC1=CC(=C(C(=C1)F)F)F)C)=O